O1C(=NC2=C1C=CC=C2)NC=2OC1=C(N2)C=C(C=C1)C(=O)O 2-(benzo[d]oxazol-2-ylamino)benzo[d]oxazole-5-carboxylic acid